(R)-2-amino-2-methylbutan-1-ol N[C@@](CO)(CC)C